FC(C1=CC=C2C(NC=NC2=C1)=O)(F)F 7-trifluoromethyl-4-quinazolinone